1-(4-(3-((4-(4-acetylpiperazine-1-carbonyl)-3-chlorophenyl)amino)azetidin-1-yl)piperidin-1-yl)-2-(3-chlorophenyl)-3,3,3-trifluoro-2-hydroxypropan-1-one C(C)(=O)N1CCN(CC1)C(=O)C1=C(C=C(C=C1)NC1CN(C1)C1CCN(CC1)C(C(C(F)(F)F)(O)C1=CC(=CC=C1)Cl)=O)Cl